COC(CC1CCN(CC1)C1=C(C=C(C=C1F)N)F)=O 2-[1-(4-amino-2,6-difluoro-phenyl)-4-piperidinyl]acetic acid methyl ester